(S)-4-((2-(2-hydroxyphenyl)-5,6,6a,7,9,10-hexahydro-8H-pyrazino[1',2':4,5]pyrazino[2,3-c]pyridazin-8-yl)methyl)cyclohexane-1-carbaldehyde OC1=C(C=CC=C1)C=1C=C2C(=NN1)NC[C@@H]1N2CCN(C1)CC1CCC(CC1)C=O